3-(2-methyl-5-nitro-4-oxoquinazolin-3(4H)-yl)piperidine-2,6-dione CC1=NC2=CC=CC(=C2C(N1C1C(NC(CC1)=O)=O)=O)[N+](=O)[O-]